FC=1C=C(C=CC1)C(C1=C(N=C(S1)NC(OC(C)(C)C)=O)C)O Tert-Butyl 5-((3-fluorophenyl)(hydroxy)methyl)-4-methylthiazol-2-ylcarbamate